O=CCCC([O-])=S 2-oxoethylethanethioate